[C@H]12CN(C[C@H](CC1)N2)C2=NC(=NC1=C(C(=C(C=C21)Cl)C2=CC=CC1=CC=CC(=C21)CC)F)OC[C@]21CCCN1C[C@@H](C2)F 4-((1R,5S)-3,8-diazabicyclo[3.2.1]octan-3-yl)-6-chloro-7-(8-ethylnaphthalen-1-yl)-8-fluoro-2-(((2R,7aS)-2-fluorotetrahydro-1H-pyrrolizin-7a(5H)-yl)methoxy)quinazoline